tert-butyl 4-((2,6-dioxo-3,6-dihydropyrimidin-1(2H)-yl)methyl)benzoate O=C1N(C(C=CN1)=O)CC1=CC=C(C(=O)OC(C)(C)C)C=C1